C[C@H]1CN(CCN1CC=1C=NC=CC1)CC1=CC=2N(C=C1)N=CC2N2C(NC(CC2)=O)=O (S)-1-(5-((3-methyl-4-(pyridin-3-ylmethyl)piperazin-1-yl)methyl)pyrazolo[1,5-a]pyridin-3-yl)dihydropyrimidine-2,4(1H,3H)-dione